4-(2-oxopyrrolidin-1-yl)-8,14-dioxa-10,19,20-triazatetracyclo[13.5.2.12,6.018,21]tricosa-1(20),2(23),3,5,15(22),16,18(21)-heptaen-9-one O=C1N(CCC1)C1=CC=2C3=NNC=4C=CC(OCCCNC(OCC(=C1)C2)=O)=CC34